4-Decanon CCCC(CCCCCC)=O